silicon-titanium-boron [B].[Ti].[Si]